pyrazine-1(2H)-carboxylate N1(CC=NC=C1)C(=O)[O-]